(1aS,5aS)-2-(2,4-Difluoro-phenyl)-1a,2,5,5a-tetrahydro-1H-2,3-diaza-cyclopropa[a]pentalene-4-carboxylic acid pyrazin-2-ylamide N1=C(C=NC=C1)NC(=O)C=1C=2C[C@H]3[C@@H](C2N(N1)C1=C(C=C(C=C1)F)F)C3